OC(CNC(=O)N1[C@H]2CN(C[C@@H]1CC2)C2=NC(=NC1=CC(=CC=C21)C2=CC(=CC1=CC=CC=C21)O)OCC21CCCN1CCC2)(C)C (1R,5S)-N-(2-hydroxy-2-methylpropyl)-3-(7-(3-hydroxynaphthalen-1-yl)-2-((tetrahydro-1H-pyrrolizin-7a(5H)-yl)methoxy)quinazolin-4-yl)-3,8-diazabicyclo[3.2.1]octane-8-carboxamide